C(#N)C1=CC=C(C(=N1)OC=1C(=C(C=CC1)C[C@@H]1N(CC([C@@H]1NS(=O)(=O)CC)(F)F)C(=O)OC(C)(C)C)F)C tert-Butyl (2S,3R)-2-({3-[(6-cyano-3-methylpyridin-2-yl)oxy]-2-fluorophenyl}methyl)-3-[(ethanesulfonyl)amino]-4,4-difluoropyrrolidine-1-carboxylate